FC1=C(C=C(C=C1)F)[C@]([C@@H](C)C=1SC=C(N1)C1=CC=C(C#N)C=C1)(CN1N=CN=C1)O 4-(2-((2R,3R)-3-(2,5-difluorophenyl)-3-hydroxy-4-(1H-1,2,4-triazol-1-yl)butan-2-yl)thiazol-4-yl)benzonitrile